CONC(C)CC1=CC=C(C=C1)[N+](=O)[O-] N-methoxy-1-(4-nitrobenzyl)ethylamine